COCCOCC1N(CCOC1)C(=O)OC(C)(C)C tert-butyl 3-((2-methoxy ethoxy)methyl)morpholine-4-carboxylate